8-(4-chloro-6-methoxybenzo[d]thiazol-2-yl)-N,N,6-trimethylquinazolin-2-amine ClC1=CC(=CC2=C1N=C(S2)C=2C=C(C=C1C=NC(=NC21)N(C)C)C)OC